2-((6-Methylpyridin-3-yl)methyl)-5-nitro-2H-indazole CC1=CC=C(C=N1)CN1N=C2C=CC(=CC2=C1)[N+](=O)[O-]